COC(=O)C=1SC=C(C1OCC1=C(C=CC=C1)CBr)Br 4-bromo-3-[2-(bromomethyl)benzyloxy]thiophene-2-carboxylic acid methyl ester